8-carbonyl-N-(quinuclidin-4-yl)-7,8-dihydropyrido[3,4-d]pyrimidine-6-carboxamide C(=O)=C1NC(=CC2=C1N=CN=C2)C(=O)NC21CCN(CC2)CC1